C(C)(C)(C)OC(=O)NCCCCOC1=NC(=CC(=C1)N(C(OC(C)(C)C)=O)C1=CC(=NN1C(C)(C)C)[C@@H]1C[C@@H](CC1)O)C(F)F tert-butyl (2-(4-((tert-butoxycarbonyl)amino)butoxy)-6-(difluoromethyl)pyridin-4-yl)(1-(tert-butyl)-3-((1S,3R)-3-hydroxycyclopentyl)-1H-pyrazol-5-yl)carbamate